C(C1=CC=CC=C1)N1CCN(CC1)S(=O)(=O)NC(NC1=C(C=C(C=C1C(C)C)F)C(C)C)=O 4-Benzyl-N-((4-fluoro-2,6-diisopropylphenyl)carbamoyl)-piperazin-1-sulfonamid